C(CCC)C(CCC(=O)OCC)C(CCCC)CCCC ethyl 4,5-dibutylnonanoate